COC1=C(CN2C(C=3C=CC=NC3C(=C2)C(=O)OC)=O)C=CC(=C1)OC methyl 6-(2,4-dimethoxybenzyl)-5-oxo-5,6-dihydro-1,6-naphthyridine-8-carboxylate